2-(3-Methylmorpholino)acetic acid benzyl ester C(C1=CC=CC=C1)OC(CN1C(COCC1)C)=O